5-(3-azabicyclo[3.1.0]hexane-3-carbonyl)-2-methylbenzofuran-3-carboxylic acid C12CN(CC2C1)C(=O)C=1C=CC2=C(C(=C(O2)C)C(=O)O)C1